C(C)OC(=O)C1=NN2C(C(N(C=C2)C)=O)=C1 5-methyl-4-oxo-4,5-dihydropyrazolo[1,5-a]pyrazine-2-carboxylic acid ethyl ester